ClC1=CC=C(C=C1)CCC1(OC1)C(C)(C)C 2-[2-(4-chlorophenyl)ethyl]-2-(1,1-dimethylethyl)oxirane